6-Chloro-N3-[(1-methylpiperidin-4-yl)methyl]pyridazine-3,4-diamine ClC1=CC(=C(N=N1)NCC1CCN(CC1)C)N